C(CCCCCCCCCCC)OOCCCCCCCCCCCC bisdodecanyl peroxide